C(C)(C)(C)OC(=O)N1C[C@H]([C@H](C1)NC)F (3R,4S)-3-fluoro-4-(methylamino)pyrrolidine-1-carboxylic acid tert-butyl ester